C1OCC12CCN(CC2)C2CCC(CC2)N2C(NC1=C2C=C(C(=C1)C=1C(=C(C=2N(C1)N=CN2)OC)C)C(C)C)=O 1-(4-(2-oxa-7-azaspiro[3.5]non-7-yl)cyclohexyl)-6-isopropyl-5-(8-methoxy-7-methyl-[1,2,4]triazolo[1,5-a]pyridin-6-yl)-1,3-dihydro-2H-benzo[d]imidazol-2-one